C(C1=CC=CC=C1)(C1=CC=CC=C1)N1CCC(CC1)N1CC2=CC(=NC=C2CC1)C(F)(F)F 2-(1-benzhydrylpiperidin-4-yl)-7-(trifluoromethyl)-1,2,3,4-tetrahydro-2,6-naphthyridine